C[C@@H]1CN(CCC1)CC=1C=C(C=2N(C(C=CN2)=O)C1)C(F)(F)F 7-[[(3S)-3-methyl-1-piperidinyl]methyl]-9-(trifluoromethyl)pyrido[1,2-a]pyrimidin-4-one